NC1=C2C=C(NC2=CC=C1N)C1=CC=CC=C1 4,5-diamino-2-phenylindole